CC(C[Mg]Cl)CCCC(CCCCCCCC(CCCC)C)C 2,6,14-trimethyloctadecylmagnesium chloride